tert-butyl (2-methyl-2-(3-((2-oxo-2-((4-(3-(pyridin-4-yl)phenyl)thiazol-2-yl)amino)ethyl)carbamoyl)-1H-pyrrol-1-yl)propyl)carbamate CC(CNC(OC(C)(C)C)=O)(C)N1C=C(C=C1)C(NCC(NC=1SC=C(N1)C1=CC(=CC=C1)C1=CC=NC=C1)=O)=O